4-(2-(difluoromethoxy)-6-fluorophenyl)-2-(6-methyl-2-(piperazin-1-yl)pyrimidin-4-yl)-2,3-dihydro-1H-pyrrolo[3,4-c]pyridin-1-one FC(OC1=C(C(=CC=C1)F)C1=NC=CC2=C1CN(C2=O)C2=NC(=NC(=C2)C)N2CCNCC2)F